C(CCCCCC)OP(=O)(O)O.COC1=C(C=C(C=C1)NC(=O)C1CCC(CC1)N1C(NC2=NC=CC=C21)=O)C N-(4-methoxy-3-methylphenyl)-4-{2-oxo-1H,2H,3H-imidazo[4,5-b]pyridin-1-yl}cyclohexane-1-carboxamide mono-heptylphosphate